ClC1=NC2=CC=C(C=C2C(=C1)C)C1=CC2=CN(N=C2C=C1)C 2-chloro-4-methyl-6-(2-methyl-2H-indazol-5-yl)quinoline